NC1=C2C=NN(C2=CC(=C1)/C=C/C(=O)N1CCOCC1)C1OCCCC1 (E)-3-(4-amino-1-(tetrahydro-2H-pyran-2-yl)-1H-indazol-6-yl)-1-morpholinoprop-2-en-1-one